(S)-6-((1-(tert-Butoxycarbonyl)piperidin-3-yl)amino)-2-chloropyrimidine-4-carboxylic acid methyl ester COC(=O)C1=NC(=NC(=C1)N[C@@H]1CN(CCC1)C(=O)OC(C)(C)C)Cl